N1C(=NC2=C1C=CC=C2)C(C(=C2NC1=C(N2)C=CC=C1)C1=NC2=C(N1)C=CC=C2)=C2N=C1C(=N2)C=CC=C1 2-[1,2-bis(1H-benzimidazol-2-yl)-2-(1,3-dihydrobenzimidazol-2-ylidene)ethylidene]benzimidazole